ethyl 2-amino-3-(trifluoromethyl)quinoline-6-carboxylate NC1=NC2=CC=C(C=C2C=C1C(F)(F)F)C(=O)OCC